ClC=1C=CN2C=CC=C2C1 7-chloro-indolizine